2-({2-methoxy-4-[4-(4-methylpiperazin-1-yl)hexahydropyridin-1-yl]phenyl}amino)-5,5-dimethyl-6,7-dihydro-5H-pyrrolo[2,3-d]pyrimidine COC1=C(C=CC(=C1)N1CCC(CC1)N1CCN(CC1)C)NC=1N=CC2=C(N1)NCC2(C)C